NCC1CCN(CC1)C=1N(C(=CN1)C(=O)N)CC1=CC=C(C=C1)OC 2-(4-(aminomethyl)piperidin-1-yl)-1-(4-methoxybenzyl)-1H-imidazole-5-carboxamide